ClC=1C=C(C(=C(OC2=C(N=CN(C2=O)CC2=CC=C(C=C2)OC)C(=O)OC)C1)F)C#N methyl 5-(5-chloro-3-cyano-2-fluorophenoxy)-1-(4-methoxybenzyl)-6-oxo-1,6-dihydropyrimidine-4-carboxylate